C1(CC1)C[C@@H](N1CCN(CC1)C(C=C)=O)C1=CC=C(C=C1)[C@H](C)NC=1N=CC2=C(N(C(OC2)=O)CC)N1 7-[[(1S)-1-[4-[(1R)-2-cyclopropyl-1-(4-prop-2-enoylpiperazin-1-yl)ethyl]phenyl]ethyl]amino]-1-ethyl-4H-pyrimido[4,5-d][1,3]oxazin-2-one